CC1=NC(=CC=C1NC(=O)[C@@H]1[C@H](CCCC1)C(=O)O)C=1N=NN(C1NC(=O)O[C@H](C)C1=C(C=CC=C1)C(F)(F)F)C (1S,2S)-2-((2-methyl-6-(1-methyl-5-((((R)-1-(2-(trifluoromethyl)phenyl)ethoxy)carbonyl)amino)-1H-1,2,3-triazol-4-yl)pyridin-3-yl)carbamoyl)cyclohexane-1-carboxylic acid